NC=1N=C(SC1C(=O)C1=CC(=NO1)C(=O)NC1CC(C1)(F)F)N(C1=CC(=C(C=C1)F)F)[C@@H](C(=O)N)C (R)-5-[4-amino-2-(N-(2-amino-1-methyl-2-oxo-ethyl)-3,4-difluoro-anilino)thiazole-5-carbonyl]-N-(3,3-difluoro-cyclobutyl)isoxazole-3-carboxamide